tert-butyl (7-(4-fluorophenyl)-5-(5-(morpholine-4-carbonyl)pyridin-2-yl)benzofuran-2-yl)methylcarbamate FC1=CC=C(C=C1)C1=CC(=CC=2C=C(OC21)CNC(OC(C)(C)C)=O)C2=NC=C(C=C2)C(=O)N2CCOCC2